C(C)(C)(C)OC(N(CCCN)C(C)(C)C)=O tert-butyl-(3-aminopropyl)carbamic acid tert-butyl ester